(3S,10R,13R,17R)-10,13-dimethyl-17-((R)-6-methylheptan-2-yl)-2,3,4,7,8,9,10,11,12,13,14,15,16,17-tetradecahydro-1H-cyclopenta[a]phenanthren-3-yl-3-(1H-imidazol-4-yl)propanoate C[C@]12C3CC[C@@]4([C@H](CCC4C3CC=C2C[C@H](CC1)OC(CCC=1N=CNC1)=O)[C@H](C)CCCC(C)C)C